2-(5-fluoro-2-hydroxyphenyl)-N-(thiazole-2-yl)acetamide FC=1C=CC(=C(C1)CC(=O)NC=1SC=CN1)O